ClC=1C=C(C=CC1)C=1C=CC=C2C(=CNC12)C(=O)N1CCCCC1 (7-(3-chlorophenyl)-1H-indole-3-yl)(piperidin-1-yl)methanone